[3a-(aminomethyl)-octahydro-1H-isoindol-2-yl]-6-amino-5-(2,3-dichlorophenyl)pyrimidine-4-carboxamide NCC12CN(CC2CCCC1)C1=NC(=C(C(=N1)C(=O)N)C1=C(C(=CC=C1)Cl)Cl)N